C(C)C1=CC=2SC3=CC=CC=C3SC2C(=C1)CC 2,4-diethylthianthrene